(3s)-1-[[2-(4-Amino-1,2,5-oxadiazol-3-yl)-1-ethyl-1H-imidazo[4,5-c]pyridin-7-yl]carbonyl]-3-pyrrolidinamine dihydrochloride Cl.Cl.NC=1C(=NON1)C=1N(C2=C(C=NC=C2C(=O)N2C[C@H](CC2)N)N1)CC